(S)-Benzyl 3-((tert-butoxycarbonyl)((S)-2-hydroxy-3-(3-(methylsulfonyl)phenoxy)propyl) amino)-1-oxa-8-azaspiro[4.5]decane-8-carboxylate C(C)(C)(C)OC(=O)N([C@@H]1COC2(C1)CCN(CC2)C(=O)OCC2=CC=CC=C2)C[C@@H](COC2=CC(=CC=C2)S(=O)(=O)C)O